Ethyl (S)-3'-(2-(1-(5-methyl-1-(methylsulfonyl)-1H-pyrrole-3-carbonyl)azetidine-2-carboxamido)thiazol-4-yl)-[1,1'-biphenyl]-3-carboxylate CC1=CC(=CN1S(=O)(=O)C)C(=O)N1[C@@H](CC1)C(=O)NC=1SC=C(N1)C=1C=C(C=CC1)C1=CC(=CC=C1)C(=O)OCC